tetradecyldi-n-propyl-(3-triethoxysilylpropyl)ammonium chloride [Cl-].C(CCCCCCCCCCCCC)[N+](CCC[Si](OCC)(OCC)OCC)(CCC)CCC